2-((2-(3-hydroxy-3,4-dihydrobenzo[b][1,4]oxazepin-5(2H)-yl)-2-oxoethyl)amino)-4,6-bis(trifluoromethyl)nicotinonitrile OC1CN(C2=C(OC1)C=CC=C2)C(CNC2=C(C#N)C(=CC(=N2)C(F)(F)F)C(F)(F)F)=O